N[C@H](C(=O)NCCN1C(C=CC1=O)=O)CCN(C(CO)=O)[C@H](C(C)(C)C)C1=NN(C=C1CC1=CC=CC=C1)C1=C(C=CC(=C1)F)F (2S)-2-amino-4-[{(1R)-1-[4-benzyl-1-(2,5-difluorophenyl)-1H-pyrazol-3-yl]-2,2-dimethylpropyl}(glycoloyl)amino]-N-[2-(2,5-dioxo-2,5-dihydro-1H-pyrrol-1-yl)ethyl]butanamid